C(C)OC1=NC2=C(C(N(C=C2C=C1)C1=CC2=CN(N=C2C=C1)C)=O)C=1C=NC(=CC1)CO 2-ethoxy-8-(6-(hydroxymethyl)pyridin-3-yl)-6-(2-methyl-2H-indazol-5-yl)-1,6-naphthyridin-7(6H)-one